ClC=1C=C(CCN2C(CNC(C2)COC2=CC=C(C=C2)S(=O)(=O)C)C)C=CC1 1-(3-chlorophenethyl)-2-methyl-5-((4-(methylsulfonyl)phenoxy)methyl)piperazine